ethyl (2Z,3E)-2-hydroxyimino-3-[(6-methyl-3-pyridyl)imino]butanoate O\N=C(/C(=O)OCC)\C(\C)=N\C=1C=NC(=CC1)C